3-chloro-1-(methyl-(tetrahydro-2H-pyran-4-yl)amino)-12-oxo-6a,7,9,10-tetrahydro-12H-pyrazino[2,1-c]Pyrido[3,4-f][1,4]Oxazepine-8(6H)-carboxylic acid tert-butyl ester C(C)(C)(C)OC(=O)N1CC2COC3=C(C(N2CC1)=O)C(=NC(=C3)Cl)N(C3CCOCC3)C